BrC1=CSC=2C(OCC3(C21)CC3)CN(C(C(F)(F)F)=O)C N-((3'-bromo-5'H,7'H-spiro[cyclopropane-1,4'-thieno[2,3-c]pyran]-7'-yl)methyl)-2,2,2-Trifluoro-N-methylacetamide